NC1CN(CCC1)C1C(CC(C1)C1=CC(=C(C=C1)F)OC)OC1=CC=C(C#N)C=C1 4-[2-(3-amino-1-piperidinyl)-4-(4-fluoro-3-methoxy-phenyl)cyclopentyloxy]benzonitrile